O=C(CC[C@H]1NC(OC1)=O)N1CC(C1)C1=NC=C(N=C1)C1CC2(C1)CCC2 (4R)-4-[3-Oxo-3-[3-(5-spiro[3.3]heptan-2-ylpyrazin-2-yl)azetidin-1-yl]propyl]oxazolidin-2-one